3,11-dimethoxydinaphtho[2,1-b:1',2'-d]furan COC1=CC=2C=CC=3OC4=C(C3C2C=C1)C1=CC=C(C=C1C=C4)OC